(4-amino-7-(1H-pyrazol-1-yl)-2H-pyrazolo[4,3-c]quinolin-2-yl)ethan-1-ol NC1=NC=2C=C(C=CC2C=2C1=CN(N2)C(C)O)N2N=CC=C2